NC=1C2=C(N=CN1)N(C=C2)[C@@H]2C=C([C@@H]1[C@H]2OC(O1)(C)C)COC1=CC=C2C=CC(=NC2=C1)NC 7-(((3aR,6R,6aS)-6-(4-amino-7H-pyrrolo[2,3-d]pyrimidin-7-yl)-2,2-dimethyl-6,6a-dihydro-3aH-cyclopenta[d][1,3]dioxol-4-yl)methoxy)-N-methylquinolin-2-amine